CC=1CCCC(C1)C=1C(=C(C(=CC1O)CCCCC)C1OC1)O 5'-methyl-3-(oxiran-2-yl)-4-pentyl-1',2',3',4'-tetrahydro-[1,1'-biphenyl]-2,6-diol